C(C)OC(COC=1C=C(C=CC1)C(CCCC(CS(=O)(=O)CC(=O)OCC)(C)C)(C(=O)NNC([2H])([2H])[2H])C)=O Ethyl 2-((6-(3-(2-ethoxy-2-oxoethoxy)phenyl)-2,2,6-trimethyl-7-(2-(methyl-d3)hydrazineyl)-7-oxoheptyl)sulfonyl)acetate